3-(2-chloro-6-methyl-4-pyridinyl)-2-(3-cyanophenyl)-N-[(3R)-3-piperidinyl]pyrazolo[1,5-a]pyrimidine-5-carboxamide ClC1=NC(=CC(=C1)C=1C(=NN2C1N=C(C=C2)C(=O)N[C@H]2CNCCC2)C2=CC(=CC=C2)C#N)C